FC1(C(C=2C(=CN(C2CC1)C1=CC(=CC=C1)F)C(F)(F)F)O)F 5,5-difluoro-1-(3-fluorophenyl)-3-(trifluoromethyl)-4,5,6,7-tetrahydro-1H-indol-4-ol